oleylmethylammonium chloride [Cl-].C(CCCCCCC\C=C/CCCCCCCC)[NH2+]C